O[C@H](CNCC=1N=C2N(C(C1)=O)C(=CC=C2)C)C ((((S)-2-hydroxypropyl)amino)methyl)-6-methyl-4H-pyrido[1,2-a]pyrimidin-4-one